COC=1C(=C(C(=CC1)OC)C1=CC=C(C=C1C(C)C)C(C)C)C(C)C 3,6-dimethoxy-2,4',6'-triisopropyl-1,1'-biphenyl